N,N-di-N-hexylacetamide CCCCCCN(CCCCCC)C(=O)C